sodium 1-heptanesulfonate salt C(CCCCCC)S(=O)(=O)[O-].[Na+]